6-methyl-N-[5H,6H,7H,8H-pyrido[3,4-d]pyrimidin-2-yl]-7,8-dihydro-5H-1,6-naphthyridin-3-amine CN1CC=2C=C(C=NC2CC1)NC=1N=CC2=C(N1)CNCC2